C(#N)C1=C(C2=C(N(C(N(C2=O)C(C(=O)O)(C)C)=O)CC(OC2CCOCC2)C2=C(C=CC(=C2)F)OCC#N)S1)C 2-(6-cyano-1-(2-(2-(cyanomethoxy)-5-fluorophenyl)-2-((tetrahydro-2H-pyran-4-yl)oxy)ethyl)-5-methyl-2,4-dioxo-1,2-dihydrothieno[2,3-d]pyrimidin-3(4H)-yl)-2-methylpropanoic acid